COC1=CC=C(C=C1)CN1C(N(CCC1=O)C1=CN=CC2=C(C=CC=C12)N1[C@@H](CN(CC1)C(=O)OC(C)(C)C)C)=O tert-butyl (3R)-4-[4-[3-[(4-methoxyphenyl)methyl]-2,4-dioxo-hexahydropyrimidin-1-yl]-8-isoquinolyl]-3-methyl-piperazine-1-carboxylate